C(C)(C)(C)N1N=CC(=C1)C1=CN=CC(=N1)N 6-(1-(tert-Butyl)-1H-pyrazol-4-yl)pyrazin-2-amine